C(CCCCC\C=C/C=C/CC)O (Z,E)-7,9-dodecadien-1-ol